3-bromo-2-methyl-1H-indole-7-carbonitrile BrC1=C(NC2=C(C=CC=C12)C#N)C